C(C)(C)NC([C@@H](C)N1CCN(CC1)C1=CC(=C2C(=N1)C(=CS2)C(=O)NC)C(F)(F)F)=O |r| (+/-)-5-(4-(1-(isopropylamino)-1-oxopropan-2-yl)piperazin-1-yl)-N-methyl-7-(trifluoromethyl)thieno[3,2-b]pyridine-3-carboxamide